methyl 2-(((tert-butoxycarbonyl)amino)methyl)-3-bromobenzofuran-7-carboxylate C(C)(C)(C)OC(=O)NCC=1OC2=C(C1Br)C=CC=C2C(=O)OC